[Na+].C(CCCCCCCCCCCCCCC)(=O)OC[C@@H](OC(CCCCCCCCCCCCCCC)=O)COP(=O)(O)OC[C@H](N)C(=O)[O-] 1,2-dipalmitoyl-sn-glycero-3-phosphoserine sodium salt